C(C)(=O)O[C@H]1[C@H](N(C[C@@H]1O)C(=O)OC(C)(C)C)CC1=CC(=C(C=C1)OC)Cl tert-butyl (2R,3S,4S)-3-(acetyloxy)-2-[(3-chloro-4-methoxyphenyl)methyl]-4-hydroxypyrrolidine-1-carboxylate